4-methoxylnaphthol O(C)C1=CC=C(C2=CC=CC=C12)O